Cl.NC1CCC(CC1)C=1C=C(C2=CN(C=C2C1)C(C)=O)N1CCCC2=CC(=C(C=C12)C(F)F)C=1C=NN(C1)C 1-(6-((1r,4r)-4-aminocyclohexyl)-4-(7-(difluoromethyl)-6-(1-methyl-1H-pyrazol-4-yl)-3,4-dihydroquinolin-1(2H)-yl)isoindol-2-yl)ethan-1-one hydrochloride